3-chloro-6-(3-methoxy-5-(trifluoromethyl)pyridin-2-yl)-5-methyl-1,2,4-triazine ClC=1N=NC(=C(N1)C)C1=NC=C(C=C1OC)C(F)(F)F